3,4-dichloro-6-[2-(dimethylphosphoryl)pyrimidin-5-yl]-2-methylquinoline ClC=1C(=NC2=CC=C(C=C2C1Cl)C=1C=NC(=NC1)P(=O)(C)C)C